dicyclohexyl-(2',6'-diisopropyloxy-[1,1'-biphenyl]-2-yl)phosphine C1(CCCCC1)P(C1=C(C=CC=C1)C1=C(C=CC=C1OC(C)C)OC(C)C)C1CCCCC1